methyl 6-(4-(3-(tert-butyl)-1-(4-chloro-3-fluorophenyl)-1H-pyrrolo[3,2-b]pyridine-5-carbonyl)-3,3-dimethylpiperazin-1-yl)-2,4-dimethylnicotinate C(C)(C)(C)C1=CN(C=2C1=NC(=CC2)C(=O)N2C(CN(CC2)C2=NC(=C(C(=O)OC)C(=C2)C)C)(C)C)C2=CC(=C(C=C2)Cl)F